C=1NC=C2C(C3=C(C(C12)=O)C=CC=C3)=O Benzo[f]isoindole-4,9-dione